ClC1=NC=C(C(=N1)N[C@@H]1COCC1)C(=O)O 2-chloro-4-[[(3S)-tetrahydrofuran-3-yl]amino]pyrimidine-5-carboxylic acid